BrC=1C=NC=C(C1C)C1=CC(=C(C=C1)OC)OCC 3-bromo-5-(3-ethoxy-4-methoxyphenyl)-4-methylpyridine